FC1(CC(C1)(C1=CC=C(C=C1)OC)C(=O)N1[C@H](C[C@H](C1)F)C(=O)NC1=CC=C2C(=N1)C=NN2C(=O)OC(C)(C)C)F tert-Butyl 5-{[(4R)-1-{[3,3-difluoro-1-(4-methoxyphenyl)cyclobutyl]carbonyl}-4-fluoro-D-prolyl]amino}-1H-pyrazolo[4,3-b]pyridine-1-carboxylate